5'-bromo-1,1':3,1''-terphenyl BrC=1C=CC=C(C1)C1=CC(=CC=C1)C1=CC=CC=C1